3-(4-bromo-phenyl)-N-methoxy-N-methyl-propionamide BrC1=CC=C(C=C1)CCC(=O)N(C)OC